2-[2-[[5-(trifluoromethyl)-2-pyridinyl]sulfanyl]ethyl]malononitrile FC(C=1C=CC(=NC1)SCCC(C#N)C#N)(F)F